N-[(1R)-1-(4-Methoxy-3-thiazol-2-yl-phenyl)ethyl]-2-methyl-5-(4-methylpiperazin-1-yl)benzamide COC1=C(C=C(C=C1)[C@@H](C)NC(C1=C(C=CC(=C1)N1CCN(CC1)C)C)=O)C=1SC=CN1